CN1N=C2C=CC(=CC2=C1)C=1SC2=C(N1)C=CC(=C2)C2CCNCC2 2-(2-methyl-2H-indazol-5-yl)-6-(piperidin-4-yl)-1,3-benzothiazole